CC(C)(C(C(C(C)C)(C)C)(C)C)S 2,3,3,4,4,5-hexamethyl-2-hexanethiol